C1=CC=CC=2C3=CC=CC=C3C(C12)COC(=O)N(CC1=CC=C(C=C1)NC1=NC=C(C(=N1)NC1=C(C=CC=C1)C(NC)=O)C(F)(F)F)C1=C(C=CC=C1)C1CN(CCC1)C(=O)[O-] 3-(((((9H-fluoren-9-yl)methoxy)carbonyl)(4-(((4-((2-(methyl Carbamoyl)phenyl)amino))-5-(trifluoromethyl)pyrimidin-2-yl)amino)benzyl)amino)phenyl)piperidine-1-carboxylate